C(#N)C1=CNC2=C(C=CC(=C12)C)NS(=O)(=O)C=1C=NN(C1)CC(C)(C)C#N N-(3-cyano-4-methyl-1H-indol-7-yl)-1-(2-cyano-2-methyl-propyl)pyrazole-4-sulfonamide